Cl.NC=1NC(C=2N(C=NC2N1)CC1=CC=CC=C1)=O 2-amino-7-benzyl-6,7-dihydro-1H-purin-6-one hydrochloride